FC1=C(C(=C(S1(F)(F)F)C=CC=1SC=CC1)F)F hexafluorodithienyl-ethylene